2-(chloromethyl)-3,3-difluoro-2-methyl-propionic acid tert-butyl ester C(C)(C)(C)OC(C(C(F)F)(C)CCl)=O